C[C@H]1N(CCOC1)C1=NC=2N(C(=C1)C1=CC=C(C=C1)S(=O)(=O)C)N=CC2C2=CC=NN2C2OCCCC2 (3R)-3-methyl-4-(7-(4-(methylsulfonyl)phenyl)-3-(1-(tetrahydro-2H-pyran-2-yl)-1H-pyrazol-5-yl)pyrazolo[1,5-a]pyrimidin-5-yl)morpholine